OC(CNC(CCC(=O)NCC)=O)C N'-2-hydroxypropyl-N-ethyl-butanediamide